2-((6-chloro-8-(piperazin-1-yl)imidazo[1,2-a]pyridin-2-yl)methyl)isoindoline-1,3-dione ClC=1C=C(C=2N(C1)C=C(N2)CN2C(C1=CC=CC=C1C2=O)=O)N2CCNCC2